N1(N=CN=C1)C1=NC(=NC(=C1)N1N=CN=C1)N 4,6-bis(1H-1,2,4-triazole-1-yl)pyrimidine-2-amine